N3-(2,2-difluoro-6-((4-fluoro-3-(trifluoromethyl)phenyl)carbamoyl)benzo[d][1,3]dioxol-5-yl)-6'-fluoro-4-methoxy-N3'-(methylsulfonyl)-[1,1'-biphenyl]-3,3'-dicarboxamide FC1(OC2=C(O1)C=C(C(=C2)NC(=O)C=2C=C(C=CC2OC)C2=CC(=CC=C2F)C(=O)NS(=O)(=O)C)C(NC2=CC(=C(C=C2)F)C(F)(F)F)=O)F